2-[(2-chloro-3-fluoro-4-nitro-phenoxy)methyl]oxetane ClC1=C(OCC2OCC2)C=CC(=C1F)[N+](=O)[O-]